N-((2-(3-bromo-2-methylphenyl)-7-chlorobenzo[d]oxazol-5-yl)methylene)-2-methylpropan-2-sulfinamide BrC=1C(=C(C=CC1)C=1OC2=C(N1)C=C(C=C2Cl)C=NS(=O)C(C)(C)C)C